Cl.N1=CC=C(C=C1)CC(=O)O (pyridin-4-yl)acetic acid hydrogen chloride